CCCCCCCCCCCCCCCCCCCCCCC The molecule is a straight chain alkane containing 23 carbon atoms. It has a role as a plant metabolite and a volatile oil component.